NC(C[N+](C)(C)CCCCCNC(C1=C(C=C(C=C1)NC(=O)C=1N(C(=CN1)C1=C(C(=C(C=C1)OC)F)F)C)Cl)=O)=O (2-amino-2-oxo-ethyl)-[5-[[2-chloro-4-[[5-(2,3-difluoro-4-methoxy-phenyl)-1-methyl-imidazole-2-carbonyl]amino]benzoyl]amino]pentyl]-dimethyl-ammonium